C(CCCCCCC\C=C/C\C=C/CCCCC)C(CC(=O)OCCCN(C)C)CCCCCCCC\C=C/C\C=C/CCCCC 3-(dimethylamino)-propyl (12Z,15Z)-3-[(9Z,12Z)-octadeca-9,12-dien-1-yl]-henicosa-12,15-dienoate